ethyl (2Z)-3-(2-fluoro-6-nitro-phenyl)-3-oxo-2-[[4-(trifluoromethoxy)phenyl]hydrazono]propanoate FC1=C(C(=CC=C1)[N+](=O)[O-])C(/C(/C(=O)OCC)=N/NC1=CC=C(C=C1)OC(F)(F)F)=O